2,2-Dimethylmorpholine-4-carboxylate CC1(CN(CCO1)C(=O)[O-])C